8-[(2S,5R)-4-[1-(4-Fluorophenyl)ethyl]-2,5-dimethylpiperazin-1-yl]-5-methyl-6-oxo-5,6-dihydro-1,5-naphthyridin-2,7-dicarbonitril FC1=CC=C(C=C1)C(C)N1C[C@@H](N(C[C@H]1C)C1=C(C(N(C=2C=CC(=NC12)C#N)C)=O)C#N)C